N-(3-chloro-5-(2-(4-chlorophenyl)propan-2-yl)phenyl)-5-((methylsulfonyl)methyl)benzo[b]thiophene-2-carboxamide ClC=1C=C(C=C(C1)C(C)(C)C1=CC=C(C=C1)Cl)NC(=O)C1=CC2=C(S1)C=CC(=C2)CS(=O)(=O)C